CC=1C(=NC=C(N1)C)NC(C1=C(C=C(C(=C1)F)N1N=C2N(CCCC2)C1=O)O[C@@H](C)CCC)=O N-(3,5-dimethylpyrazin-2-yl)-5-fluoro-4-(3-oxo-5,6,7,8-tetrahydro[1,2,4]triazolo[4,3-a]pyridin-2(3H)-yl)-2-[(2S)-pent-2-yloxy]benzamide